(Z)-4-(4-cyanopyridin-2-yl)-N'-(6,7-dihydroquinolin-8(5H)-ylidene)-1,4-diazepan-1-thiohydrazide C(#N)C1=CC(=NC=C1)N1CCN(CCC1)C(N\N=C/1\CCCC=2C=CC=NC12)=S